C(#N)C1=C(C=CC(=N1)C(=O)NC)N1CCN(CC1)CC1=CC(=NS1)NC(=O)NCC 6-cyano-5-(4-((3-(3-ethylureido)isothiazol-5-yl)methyl)piperazin-1-yl)-N-methylpicolinamide